O=C1CN(CCN1)C=1C(NC=CN1)=O 3-(3-oxopiperazin-1-yl)pyrazin-2(1H)-one